2,2,2-trichloroethyl (2-(2,6-dioxopiperidin-3-yl)-1-oxoisoindolin-5-yl)carbamate O=C1NC(CCC1N1C(C2=CC=C(C=C2C1)NC(OCC(Cl)(Cl)Cl)=O)=O)=O